NC1=C(C=C(OC2=CC=C(C=C2)S(=O)(=O)C2=CC=C(C=C2)OC2=CC(=C(C=C2)N)C(=O)O)C=C1)C(=O)O bis[4-(4-amino-3-carboxyphenoxy) phenyl] sulfone